1,1,1,3,3,3-hexafluoropropan-2-yl (+)-1-(pyridin-2-ylcarbamoyl)-6-azaspiro[2.5]octane-6-carboxylate N1=C(C=CC=C1)NC(=O)C1CC12CCN(CC2)C(=O)OC(C(F)(F)F)C(F)(F)F